ClCC=1N=C(OC1)C1=CC(=C(C=C1)OC(F)F)OCC(C)C 4-(chloromethyl)-2-(4-(difluoromethoxy)-3-isobutoxyphenyl)oxazole